1,4-Bis[4-(3-acryloyloxybutyloxy)benzoyloxy]-2-methylbenzene C(C=C)(=O)OC(CCOC1=CC=C(C(=O)OC2=C(C=C(C=C2)OC(C2=CC=C(C=C2)OCCC(C)OC(C=C)=O)=O)C)C=C1)C